C(#N)C(C(=O)NC(OCC)=O)=NNC1=CC(=C(C(=C1)Cl)OC1=NNC(C(=C1)C1=C(C(=CC=C1)C)F)=O)Cl Ethyl (2-cyano-2-(2-(3,5-dichloro-4-((5-(2-fluoro-3-methylphenyl)-6-oxo-1,6-dihydropyridazin-3-yl)oxy)phenyl)hydrazineylidene)acetyl)carbamate